ClC1=CC=C(C=C1)C=1C=NN(C1)CC1=CC(=NN1C)C 5-[[4-(4-Chlorophenyl)pyrazol-1-yl]methyl]-1,3-dimethyl-pyrazole